O=CCCCOC1=CC=C(C=N1)C1CCN(CC1)C1=CC(=C(C#N)C=C1)C(F)(F)F 4-[4-[6-(4-oxobutoxy)-3-pyridinyl]-1-piperidinyl]-2-(trifluoromethyl)benzonitrile